trimethyl-(cyclopentadienyl)platinum (IV) C[Pt](C1C=CC=C1)(C)C